(bis(4-methoxybenzyl)amino)imidazo[2,1-f][1,2,4]triazine-2-carboxylic acid COC1=CC=C(CN(CC2=CC=C(C=C2)OC)C2=NC(=NN3C2=NC=C3)C(=O)O)C=C1